COC1CN(CCC1=O)C(=O)OC(C)(C)C tert-butyl 3-methoxy-4-oxo-piperidine-1-carboxylate